3-(3-((R)-1-(((R)-((R)-8-cyano-1,2,3,4-tetrahydroquinoxalin-2-yl)(phenyl)methyl)amino)propan-2-yl)phenyl)oxetane-3-carboxylic acid C(#N)C=1C=CC=C2NC[C@@H](NC12)[C@@H](C1=CC=CC=C1)NC[C@H](C)C=1C=C(C=CC1)C1(COC1)C(=O)O